2,4,7-naphthalenetricarboxylic acid C1=C(C=C(C2=CC=C(C=C12)C(=O)O)C(=O)O)C(=O)O